NC(C([C@H](C[C@H]1C(NCC1)=O)NC([C@H](CCCC)NC(O[C@@H](C(F)(F)C1=CC(=CC=C1)Cl)C1=CC=CC=C1)=O)=O)=O)=O (R)-2-(3-chlorophenyl)-2,2-difluoro-1-phenylethyl ((S)-1-(((S)-4-amino-3,4-dioxo-1-((S)-2-oxopyrrolidin-3-yl) butan-2-yl) amino)-1-oxohexan-2-yl)carbamate